4-bromo-2,3-difluoro-benzoic acid BrC1=C(C(=C(C(=O)O)C=C1)F)F